4-(2-((2-oxabicyclo[2.2.2]oct-4-yl)methoxy)-4-((1r,5s)-3,8-diazabicyclo[3.2.1]oct-3-yl)-8-fluoro-6-nitroquinazolin-7-yl)-5-ethynyl-6-fluoronaphthalen-2-amine C12OCC(CC1)(CC2)COC2=NC1=C(C(=C(C=C1C(=N2)N2C[C@H]1CC[C@@H](C2)N1)[N+](=O)[O-])C1=CC(=CC2=CC=C(C(=C12)C#C)F)N)F